C(CCCCCCCCCCCCCCC)(=O)C(C(C(O)C(CCCCCCCCCCCCCCC)=O)OC(CCCCCCCCCCCCCCCCC)=O)O dipalmitoyl-2-stearoyl-glycerol